2-[2-(2-methoxy-ethoxy)ethoxy]ethanol COCCOCCOCCO